OC=1C(OC=CC1)C=O hydroxy-oxo-methyl-pyran